N-[3-(2-methyl-1-oxoisoquinolin-4-yl)phenyl]methanesulfonamide CN1C(C2=CC=CC=C2C(=C1)C=1C=C(C=CC1)NS(=O)(=O)C)=O